C(C)(C)(C)N1C=C(C=C1)C(=O)NCC=1SC(=NN1)C=1N=C2N(C=CC=C2N[C@H]2[C@H](CN(CC2)C)F)C1CC(F)(F)F 1-(tert-butyl)-N-((5-(8-(((3S,4R)-3-fluoro-1-methylpiperidin-4-yl)amino)-3-(2,2,2-trifluoroethyl)imidazo[1,2-a]pyridin-2-yl)-1,3,4-thiadiazol-2-yl)methyl)-1H-pyrrole-3-carboxamide